9-(6-fluoropyridin-3-yl)-2-(2-methoxypyridin-4-yl)-7,8-dihydro-4H-[1,4]diazepino[7,1-a]isoquinolin-5-one FC1=CC=C(C=N1)C1=C2CCN3C(C2=CC=C1)=CC(=NCC3=O)C3=CC(=NC=C3)OC